C(C1=CC=CC=C1)NC1=C2N=CN(C2=NC(=N1)C=1C=NC=C(C1)NC(C)C)[C@H]1[C@@H]([C@@H]([C@H](O1)C(=O)NC)O)O (2S,3S,4R,5R)-5-(6-(benzylamino)-2-(5-(isopropylamino)pyridin-3-yl)-9H-purin-9-yl)-3,4-dihydroxyl-N-methyltetrahydrofuran-2-carboxamide